C(C)OC(=O)C=1C2=C(N=CC1)N(N=C2C)Cl chloro-3-methyl-1H-pyrazolo[3,4-B]pyridine-4-carboxylic acid ethyl ester